CC=1C=C(C=C2C=NNC12)C[C@H](C(=O)N1CCN(CC1)C1CCN(CC1)C)NC(=O)N1CCC2(C3=C(NC(O2)=O)N=CC=C3)CC1 (R)-N-(3-(7-methyl-1H-indazol-5-yl)-1-(4-(1-methylpiperidin-4-yl)piperazin-1-yl)-1-oxopropan-2-yl)-2'-oxo-1',2'-dihydrospiro[piperidine-4,4'-pyrido[2,3-d][1,3]oxazine]-1-carboxamide